tricumylphenyl-titanium C(C)(C)(C1=CC=CC=C1)[Ti](C1=CC=CC=C1)(C(C)(C)C1=CC=CC=C1)C(C)(C)C1=CC=CC=C1